OC1=C(C=CC(=C1)O)C=CC(=O)O 3-(2,4-dihydroxyphenyl)-2-propenoic acid